N-((5-(4-formylpiperidin-1-yl)pyrazolo[1,5-c]quinazolin-2-yl)methyl)-2-(trifluoromethoxy)benzamide C(=O)C1CCN(CC1)C1=NC=2C=CC=CC2C=2N1N=C(C2)CNC(C2=C(C=CC=C2)OC(F)(F)F)=O